2,2,2-tribromo-1-tribromomethylethanol BrC(C(O)C(Br)(Br)Br)(Br)Br